methyl (S)-2-(6-aminohex-1-yn-1-yl)-5-(4-(2-(4-(4-chlorophenyl)-2,3,9-trimethyl-6H-thieno[3,2-f][1,2,4]triazolo[4,3-a][1,4]diazepin-6-yl)acetyl)piperazin-1-yl)benzoate NCCCCC#CC1=C(C(=O)OC)C=C(C=C1)N1CCN(CC1)C(C[C@H]1C=2N(C3=C(C(=N1)C1=CC=C(C=C1)Cl)C(=C(S3)C)C)C(=NN2)C)=O